benzyl N-(2-{7-azaspiro[3.5]nonan-2-yl}ethyl)carbamate C1C(CC12CCNCC2)CCNC(OCC2=CC=CC=C2)=O